C(C1CO1)OC(CC)[Si](OC)(OC)C α-glycidoxypropyl-methyl-dimethoxysilane